7-(4-amino-2,6-dichloro-phenoxy)-4H-1,4-benzoxazine-3-one NC1=CC(=C(OC2=CC3=C(NC(CO3)=O)C=C2)C(=C1)Cl)Cl